tert-Butyl (1S)-1-[5-[4-[[(1R,3R,4S)-3-(sulfamoyloxymethyl)-4-triisopropylsilyloxy-cyclopentyl]amino]pyrimidine-5-carbonyl]-3-thienyl]-3,4-dihydro-1H-isoquinoline-2-carboxylate S(N)(=O)(=O)OC[C@H]1C[C@H](C[C@@H]1O[Si](C(C)C)(C(C)C)C(C)C)NC1=NC=NC=C1C(=O)C1=CC(=CS1)[C@H]1N(CCC2=CC=CC=C12)C(=O)OC(C)(C)C